(2S)-2-methyl-1-(3-nitrophenyl)piperazine C[C@@H]1N(CCNC1)C1=CC(=CC=C1)[N+](=O)[O-]